(1R)-3-(8-fluoro-7-(7-fluoro-3-(methoxymethoxy)-8-(triisopropylsilylethynyl)naphthalen-1-yl)-5-methyl-2-(methylthio)pyrido[4,3-d]pyrimidin-4-yl)cyclohexan-1-ol FC1=C(N=C(C2=C1N=C(N=C2C2C[C@@H](CCC2)O)SC)C)C2=CC(=CC1=CC=C(C(=C21)C#C[Si](C(C)C)(C(C)C)C(C)C)F)OCOC